N1(C=NC=C1)C=1C=NC=2C=CC(=C(C2N1)C#N)NC1=CC(=C(C=C1)OCC=1C=NC(=CC1)OC)OC 3-(1H-imidazol-1-yl)-6-((3-methoxy-4-((6-methoxypyridin-3-yl)methoxy)phenyl)amino)quinoxaline-5-carbonitrile